O1CC(CC1)CN1N=CC=2C=NC=CC21 1-((tetrahydrofuran-3-yl)methyl)-1H-pyrazolo[4,3-c]pyridine